COC(C/C=C(\C(=O)OC(C)(C)C)/N=C(C1=CC=CC=C1)C1=CC=CC=C1)=O (E)-2-(diphenylmethyleneamino)pent-2-enedioic acid 1-tert-butyl ester 5-methyl ester